C(C)(C)(C)OC(=O)N1CCN(CC1)CCO 4-(2-hydroxyethyl)-piperazine-1-carboxylic acid tert-butyl ester